FC(C1CCN(CC1)C(=O)C=1C=NN(C1)C1=NN2C(C(N1)=O)=CC=C2)(F)F 2-[4-[4-(trifluoromethyl)piperidine-1-carbonyl]-1H-pyrazol-1-yl]-3H,4H-pyrrolo[2,1-f][1,2,4]triazin-4-one